((((2R,3S,4R,5R)-5-(6-chloro-4-(((1S,2R)-2-methylcyclopropyl)amino)-1H-pyrazolo[3,4-d]pyrimidin-1-yl)-3,4-dihydroxytetrahydrofuran-2-yl)methoxy)methyl)phosphonic acid ClC1=NC(=C2C(=N1)N(N=C2)[C@H]2[C@@H]([C@@H]([C@H](O2)COCP(O)(O)=O)O)O)N[C@@H]2[C@@H](C2)C